N1=CC=CC(=C1)[C@H]1N(C)CCC1 |r| (S)- and (R)-nicotine